CC1=CC=C(C=C1)S(=O)(=O)NC(=O)NS(=O)(=O)C1=CC=C(C=C1)C 1,3-di(4-methylbenzenesulfonyl)urea